methyl (S)-2-methyl-5-(((trifluoromethyl) sulfonyl) oxy)-3,4-dihydroquinoline-1(2H)-carboxylate C[C@@H]1N(C2=CC=CC(=C2CC1)OS(=O)(=O)C(F)(F)F)C(=O)OC